C1(CCCCC1)[C@@H](C(=O)OC)C methyl (S)-2-cyclohexylpropionate